C1CCC2=C(C=3CCCC3C=C12)NC(=O)NS(=O)(=O)/C=C/[C@H]1N(CCC1)CCCN(C(OC(C)(C)C)=O)C tert-butyl (S,E)-(3-(2-(2-(N-((1,2,3,5,6,7-hexahydro-s-indacen-4-yl)carbamoyl)sulfamoyl)vinyl)pyrrolidin-1-yl)propyl)(methyl)carbamate